ClCN1CCC(C(=C1)OC(F)F)=O 1-(chloromethyl)-5-(difluoromethoxy)-4-oxo-3,4-dihydropyridin